tert-butyl 3-(6-(benzyloxy)hexyl)-3-hydroxyazetidine-1-carboxylate C(C1=CC=CC=C1)OCCCCCCC1(CN(C1)C(=O)OC(C)(C)C)O